C(C)(C)(C)C=1OC2(C(N(C(C3=CC=CC=C23)=O)C)=O)C2=C(N1)C=CC(=C2)F 2-(tert-Butyl)-6-fluoro-2'-methyl-1'H-spiro[benzo[d][1,3]oxazine-4,4'-isoquinoline]-1',3'(2'H)-dione